S1C(=CC=C1)C1=CC=2C3=C(C=NC2C=C1)OC(N3C3=CC(=CC=C3)C(F)(F)F)=O 8-(2-thienyl)-1-[3-(trifluoromethyl)phenyl]oxazolo[5,4-c]quinolin-2(1h)-one